C1(=CC=C(C=C1)CNC1=C2CN(C(C2=CC=C1)=O)C1C(N(C(CC1)=O)C(=O)OC(C)(C)C)=O)CNC1=C2CN(C(C2=CC=C1)=O)C1C(N(C(CC1)=O)C(=O)OC(C)(C)C)=O di-tert-butyl 3,3'-(((1,4-phenylenebis(methylene))bis(azanediyl))bis(1-oxoisoindoline-4,2-diyl))bis(2,6-dioxopiperidine-1-carboxylate)